N-[(3R)-1-azabicyclo[2.2.2]octan-3-yl]-2-{1H,2H,3H-benzo[b]pyrrolizin-9-yl}-2-oxoacetamide N12C[C@@H](C(CC1)CC2)NC(C(=O)C=2C1=C(N3CCCC23)C=CC=C1)=O